S1C(=NC2=C1C=CC=C2)NC(=O)C=2C=CC=C1CCN(CC21)C2=CC=C(C(=N2)C(=O)OC(C)(C)C)C2=C(C(=CC=C2)OC2=C(C=CC=C2)CCC(=O)OCC)C tert-butyl 6-(8-(benzo[d]thiazol-2-ylcarbamoyl)-3,4-dihydroisoquinolin-2(1H)-yl)-3-(3-(2-(3-ethoxy-3-oxopropyl)phenoxy)-2-methylphenyl)picolinate